C(C1=CC=CC=C1)NC(COC1=CC=C2C3=C(C(OC2=C1)=O)C=C(C=C3)OC)=O N-benzyl-2-((8-methoxy-6-oxo-6H-benzo[c]chromen-3-yl)oxy)acetamide